NC1CCC(CC1)CC1CC(C(CC1)N)C 4-Aminocyclohexyl-4-amino-3-methylcyclohexyl-methan